C1(=CC=CC=C1)S(=O)(=O)N1C=C(C2=CC=CC=C12)C=O (phenylsulfonyl)-1H-indole-3-carbaldehyde